5-((R)-3-(((1-(4-(4-chloro-1,2-bis(4-hydroxyphenyl)but-1-en-1-yl)phenyl)piperidin-4-yl)methyl)amino)piperidin-1-yl)-2-(2,6-dioxopiperidin-3-yl)isoindoline-1,3-dione ClCCC(=C(C1=CC=C(C=C1)O)C1=CC=C(C=C1)N1CCC(CC1)CN[C@H]1CN(CCC1)C=1C=C2C(N(C(C2=CC1)=O)C1C(NC(CC1)=O)=O)=O)C1=CC=C(C=C1)O